NCC1=CC=C(C=C1)CN(C1=CC(=NN1C(C(C)(C)C)=O)C1N(CC1)S(=O)(=O)C)C 1-[5-({[4-(aminomethyl)phenyl]methyl}(methyl)amino)-3-(1-methanesulfonylazetidin-2-yl)-1H-pyrazol-1-yl]-2,2-dimethylpropan-1-one